C(C)(=C)OC([C@@H](N)CC(=O)O)=O L-aspartic acid β-allyl ester